2-(7-((2S,5R)-4-(1-(2,4-dimethylphenyl)ethyl)-2,5-diethylpiperazin-1-yl)-4-methyl-5-oxo-4,5-dihydro-2H-pyrazolo[4,3-b]pyridin-2-yl)acetonitrile CC1=C(C=CC(=C1)C)C(C)N1C[C@@H](N(C[C@H]1CC)C=1C=2C(N(C(C1)=O)C)=CN(N2)CC#N)CC